N-(4-(2,4-difluorophenoxy)-3-(3-methyl-2-oxo-2,3-dihydrobenzo[d]thiazol-6-yl)phenyl)ethanesulfonamide tert-butyl-N-cyclopropyl-N-(pyrrolidin-3-yl)carbamate C(C)(C)(C)OC(N(C1CNCC1)C1CC1)=O.FC1=C(OC2=C(C=C(C=C2)NS(=O)(=O)CC)C2=CC3=C(N(C(S3)=O)C)C=C2)C=CC(=C1)F